5,6,7,8-tetrahydro-2H-pyrido[4,3-b][1,4]thiazin-3(4H)-one hydrochloride Cl.S1C2=C(NC(C1)=O)CNCC2